CN(S(=O)(=O)C=1C(=C(C=CC1C)NC(OC(C)(C)C)=O)F)C tert-butyl (3-(N,N-dimethylsulfamoyl)-2-fluoro-4-methylphenyl)carbamate